7-bromo-3-(piperidine-1-carbonyl)-1-thioxo-1H-thiazolo[3,4-a]quinazolin-5(4H)-one BrC=1C=C2C(NC=3N(C2=CC1)C(SC3C(=O)N3CCCCC3)=S)=O